4-((2,4-dimethoxybenzyl)amino)-6-morpholinoquinazoline-8-carboxylic acid methyl ester COC(=O)C=1C=C(C=C2C(=NC=NC12)NCC1=C(C=C(C=C1)OC)OC)N1CCOCC1